C(C)N(C=1C2=CN(N=C2C(=CC1)C(=O)NC=1C=C(C=2N(C1)C=C(N2)C)F)C)C2CCNCC2 4-[ethyl(piperidin-4-yl)amino]-N-{8-fluoro-2-methylimidazo[1,2-a]pyridin-6-yl}-2-methylindazole-7-carboxamide